ClC1=C(C=C(C=C1)N1CCN(CC1)C1=CC=C(C=N1)C(C)(C)O)C1=NC2=C(N1C)C=CC=C2 2-(6-(4-(4-chloro-3-(1-methyl-1H-benzimidazol-2-yl)phenyl)piperazin-1-yl)pyridin-3-yl)propan-2-ol